methyl 4-{1-[5-iso-propyl-2-methyl-4-(2-methylpropoxy)phenyl]-ethenyl}benzoate C(C)(C)C=1C(=CC(=C(C1)C(=C)C1=CC=C(C(=O)OC)C=C1)C)OCC(C)C